6-chloro-2-(cyclopropylamino)-8-[4-(difluoromethoxy)phenyl]pteridine-7-one ClC1=NC=2C=NC(=NC2N(C1=O)C1=CC=C(C=C1)OC(F)F)NC1CC1